2-(methylaminocarbonyl)-1H-pyrrole CNC(=O)C=1NC=CC1